CC1=C(C=CC(=C1)C1=C(C(=O)O)C=CC(=C1)OCCCOC(C=C)=O)C1=C(C(=O)O)C=CC(=C1)OCCCOC(C=C)=O.FC1=C2C(=NN=C(C2=C(C(=C1F)F)F)C=1SC=CC1)C=1SC=CC1 5,6,7,8-tetrafluoro-1,4-bis(2-thienyl)phthalazine 2-Methyl-1,4-phenylene-bis[4-[3-(acryloyloxy)propyloxy]benzoate]